(2R,3R,4R,5R,6S)-5-acetamido-2-(acetoxymethyl)-6-((3'-(cyclopropanesulfonamido)-6-methyl-[1,1'-biphenyl]-2-yl)oxy)tetrahydro-2H-pyran-3,4-diyl diacetate C(C)(=O)O[C@H]1[C@H](O[C@H]([C@@H]([C@H]1OC(C)=O)NC(C)=O)OC1=C(C(=CC=C1)C)C1=CC(=CC=C1)NS(=O)(=O)C1CC1)COC(C)=O